C(C)(C)C1(C(=C2C(N(C3=CC=CC(=C23)OCC2=CC=CC=C2)C(=O)OC(C)(C)C)=CN1)COC)C(=O)[O-] 9-(tert-butyl) 3-isopropyl-5-(benzyloxy)-4-(methoxymethyl)-9H-pyrido[3,4-b]indole-3,9-dicarboxylate